(S,E)-tert-butyl (1-((2-oxo-2-(4-(5-(trifluoromethyl)pyrimidin-2-yl)piperazin-1-yl)ethoxy)imino)propan-2-yl)carbamate O=C(CO\N=C\[C@H](C)NC(OC(C)(C)C)=O)N1CCN(CC1)C1=NC=C(C=N1)C(F)(F)F